(S)-7,8-Dichloro-1-methyl-10-(2-methyl-2H-1,2,3-triazol-4-yl)-3,4,5,6-tetrahydroazepino[4,5-b]indol-2(1H)-one ClC1=C(C=C(C=2C3=C(NC12)CCNC([C@H]3C)=O)C3=NN(N=C3)C)Cl